(R)-N-(2-((2-((9-methoxy-3-methyl-1,2,3,4,4a,5-hexahydrobenzo[b]pyrazino[1,2-d][1,4]oxazin-8-yl)amino)-7H-pyrrolo[2,3-d]pyrimidin-4-yl)amino)phenyl)methanesulfonamide COC1=CC2=C(OC[C@@H]3N2CCN(C3)C)C=C1NC=1N=C(C3=C(N1)NC=C3)NC3=C(C=CC=C3)NS(=O)(=O)C